N-(6-methoxypyridin-3-yl)-2-[methyl({2-[4-(oxetan-3-yloxy)pyridin-2-yl]-5H,6H,7H-cyclopenta[d]pyrimidin-4-yl})amino]acetamide COC1=CC=C(C=N1)NC(CN(C=1C2=C(N=C(N1)C1=NC=CC(=C1)OC1COC1)CCC2)C)=O